Allyl (benzyl 2,3-di-O-benzyl-β-D-galactopyranosyluronat)-(1→3)-4,6-di-O-benzyl-2-deoxy-2-trichloroacetamido-β-D-galactopyranosid C(C1=CC=CC=C1)[C@@]1([C@H](OCC2=CC=CC=C2)[C@@H](OCC2=CC=CC=C2)[C@@H](O)[C@H](O1)C(=O)[O-])O[C@@H]1[C@H]([C@H](OCC=C)O[C@@H]([C@@H]1OCC1=CC=CC=C1)COCC1=CC=CC=C1)NC(C(Cl)(Cl)Cl)=O